[(1S)-6-chloro-1-(hydroxymethyl)tetralin-1-yl]methyl benzoate C(C1=CC=CC=C1)(=O)OC[C@]1(CCCC2=CC(=CC=C12)Cl)CO